[NH4+].[NH4+].OC(C(=O)[O-])C(C(=O)[O-])O 2,3-dihydroxysuccinic acid diammonium salt